(3-iodobenzylidene)-2-methylpropane-2-sulfinamide IC=1C=C(C=CC(C)(S(=O)N)C)C=CC1